COC=1C=C(C=CC1OC)C(C1CCNCC1)C1=CC=C(C=C1)F 4-((3,4-dimethoxyphenyl)(4-fluorophenyl)methyl)piperidine